2-(2-ethoxy-2-oxoethyl)benzoic acid C(C)OC(CC1=C(C(=O)O)C=CC=C1)=O